6-(4-(7-chloro-1-methyl-2,3-dioxo-2,3-dihydropyrido[2,3-b]pyrazin-4(1H)-yl)piperidin-1-yl)-2-methylnicotinonitrile ClC1=CC2=C(N(C(C(N2C)=O)=O)C2CCN(CC2)C2=NC(=C(C#N)C=C2)C)N=C1